(7R,14R)-11-((1-cyclopropyl-3-methylazetidin-3-yl)ethynyl)-1-(difluoromethoxy)-6-(methyl-d3)-6,7-dihydro-7,14-methanobenzo[f]benzo[4,5]imidazo[1,2-a][1,4]diazocin-5(14H)-one C1(CC1)N1CC(C1)(C)C#CC1=CC2=C(N=C3N2[C@H]2C4=C(C(N([C@@H]3C2)C([2H])([2H])[2H])=O)C=CC=C4OC(F)F)C=C1